CC1=CC=C(C=C1)S(=O)(=O)OC[C@H](C)[C@H]1CC[C@@H]2/C(/CCC[C@]12C)=C/Br (2R)-2-((1R,3aS,7aR,E)-4-(bromomethylene)-7a-methyloctahydro-1H-inden-1-yl)propyl 4-methylbenzenesulfonate